ethyl 3'-methoxy-4'-((5-(thiophen-2-yl)-1,3,4-oxadiazol-2-yl) carbamoyl)-2,3,4,5-tetrahydro-[1,1'-biphenyl]-4-carboxylate COC=1C=C(C=CC1C(NC=1OC(=NN1)C=1SC=CC1)=O)C=1CCC(CC1)C(=O)OCC